C(C(=C)C)(=O)OCC(O)O 2,2-dihydroxyethyl methacrylate